N-[2-(1-benzylpiperidin-4-yl)ethyl]-N-(2-hydroxyethyl)-1-[4-(trifluoromethoxy)phenyl]piperidine-4-carboxamide C(C1=CC=CC=C1)N1CCC(CC1)CCN(C(=O)C1CCN(CC1)C1=CC=C(C=C1)OC(F)(F)F)CCO